CC(C)(C)[S@@](=O)/N=C/C=1C=C2C(=CN1)N(N=C2)CCC (R,E)-2-methyl-N-((1-propyl-1H-pyrazolo[3,4-c]pyridin-5-yl)methylene)propane-2-sulfinamide